(1r,3r,5r,7r)-adamantane-2,2-dicarboxylic acid dimethyl ester COC(=O)C1(C2CC3CC(CC1C3)C2)C(=O)OC